ClC1=C(C(=O)N2N=C(C=C2SCC2=CC=C(C=C2)CN)C2CNCCC2C(F)(F)F)C=CC=C1 [4-({[1-(2-Chlorobenzoyl)-3-[4-(trifluoromethyl)piperidin-3-yl]-1H-pyrazol-5-yl]sulfanyl}methyl)phenyl]methanamin